C(C)(C)N1C(=O)NC(=O)NC1=O N-isopropyl-cyanuric acid